N-[1-(diphenylmethyl)azetidin-3-yl]-3-hydroxybutyramide C1(=CC=CC=C1)C(N1CC(C1)NC(CC(C)O)=O)C1=CC=CC=C1